CN1C2=C(CCC1)SC=N2 4-methyl-6,7-dihydrothiazolo[4,5-b]pyridin